BrC1=CC(=C(C(=C1)OC=C(C)C)O)Cl 4-bromo-2-chloro-6-((2-methylprop-1-en-1-yl)oxy)phenol